Ethyl (S)-2-hydroxy-3-(2-methoxyphenyl)propanoate O[C@H](C(=O)OCC)CC1=C(C=CC=C1)OC